N[C@@H]1CN(CCC1)C1=C(C=NC(=C1)NC1=CC=C2C(=N1)N(N=C2)C(C)C)C=2C=NC(=CC2)N2CCOCC2 (S)-N-(4-(3-Aminopiperidin-1-yl)-6'-morpholino-[3,3'-bipyridin]-6-yl)-1-isopropyl-1H-pyrazolo[3,4-b]pyridin-6-amine